C1(CCCCC(=O)OCCCCCO1)=O 1,5-pentylene adipate